(2-bromo-4-chloro-7,8-dihydrobenzofuro[5,4-d]thiazol-7-yl)methyl (6-methylpyridin-3-yl)carbamate CC1=CC=C(C=N1)NC(OCC1OC2=C(C1)C1=C(N=C(S1)Br)C(=C2)Cl)=O